3-chlorobenzofurano[2,3-b]Pyrazine ClC1=CN=C2C(=N1)OC1=C2C=CC=C1